(±)-2-({1-[7-methyl-2-(morpholin-4-yl)-4-oxo-pyrido[1,2-a]pyrimidin-9-yl]ethyl}amino)benzoic acid methyl ester COC(C1=C(C=CC=C1)N[C@H](C)C1=CC(=CN2C1=NC(=CC2=O)N2CCOCC2)C)=O |r|